tert-butyl ((1S,3S)-3-((5-(2-(difluoromethoxy)-6-fluorophenyl)pyridin-2-yl)amino)cyclopentyl)carbamate FC(OC1=C(C(=CC=C1)F)C=1C=CC(=NC1)N[C@@H]1C[C@H](CC1)NC(OC(C)(C)C)=O)F